Cl.COC(CNC)=O N-methylglycine methyl ester hydrochloric acid salt